2,3-dihydroxypropyl 9,10-epoxy-18-hydroxyoctadecanoate OCCCCCCCCC1C(CCCCCCCC(=O)OCC(CO)O)O1